C(C)(CC)C1(CC(=NC=C1C#CC=1C=NN(C1)CCF)NC1=NC(=NC=C1)C=1C=NN(C1)S(=O)(=O)C1CC1)N 4-(sec-Butyl)-N2-(2-(1-(cyclopropylsulfonyl)-1H-pyrazol-4-yl)pyrimidin-4-yl)-5-((1-(2-fluoroethyl)-1H-pyrazol-4-yl)ethynyl)pyridine-2,4-diamine